COC1=C(NO)C=CC(=C1)N1CCN(CC1)C 2-methoxy-4-(4-methylpiperazin-1-yl)anilinol